C(C)C1=CC=C(C(=O)C2=CC=C(OCC(=O)NC=3C=NC=CC3)C=C2)C=C1 2-(4-(4-ethylbenzoyl)phenoxy)-N-(pyridin-3-yl)acetamide